C1(CCC1)OC=1C(=CC=2C(N1)=NN(C2)C21COC(C2)(C1)C)C(=O)NC=1C(N(C=CC1)[C@@H]1[C@@H](C1)C)=O 6-cyclobutoxy-2-(1-methyl-2-oxabicyclo[2.1.1]hex-4-yl)-N-(1-((1s,2r)-2-methylcyclopropyl)-2-oxo-1,2-dihydropyridin-3-yl)-2H-pyrazolo[3,4-b]pyridine-5-carboxamide